5-cyclopropyl-N-(1-(3',6'-dihydroxy-3-oxo-3H-spiro[isobenzofuran-1,9'-xanthen]-6-yl)-13-ethyl-1,12-dioxo-5,8-dioxa-2,11-diazapentadecan-13-yl)-6-(4-fluorobenzyl)picolinamide C1(CC1)C=1C=CC(=NC1CC1=CC=C(C=C1)F)C(=O)NC(C(NCCOCCOCCNC(=O)C1=CC=C2C(OC3(C4=CC=C(C=C4OC=4C=C(C=CC34)O)O)C2=C1)=O)=O)(CC)CC